tert-butyl (2S,4S)-4-((6-chloropyrazin-2-yl)oxy)-2-ethylpiperidine-1-carboxylate ClC1=CN=CC(=N1)O[C@@H]1C[C@@H](N(CC1)C(=O)OC(C)(C)C)CC